[1,2,5]Oxadiazole-4-sulfonyl chloride O1N=CC(=N1)S(=O)(=O)Cl